NC1=C(C=CC=C1)SCCSC1=C(C=CC=C1)N 1,2-bis(2'-aminophenylsulfanyl)ethane